dioctadecyl-amino-spermidine C(CCCCCCCCCCCCCCCCC)C(N(N)CCCCCCCCCCCCCCCCCC)CCCNCCCN